NC=1C=CC(=C2CN(C(C12)=O)CC(C#N)=C)C=1C=C2C(=NNC2=CC1)N(C)C 2-({7-amino-4-[3-(dimethylamino)-1H-indazol-5-yl]-1-oxo-2,3-dihydro-1H-isoindol-2-yl}methyl)prop-2-enenitrile